(R)-1-((4-bromo-3-methylphenyl)sulfonyl)pyrrolidin-3-ol BrC1=C(C=C(C=C1)S(=O)(=O)N1C[C@@H](CC1)O)C